(S)-4-(3-((4-(tert-butoxycarbonyl)morpholin-2-yl)methyl)-7-methylimidazo[1,2-a]pyridin-2-yl)-3,5-difluorobenzoic acid C(C)(C)(C)OC(=O)N1C[C@@H](OCC1)CC1=C(N=C2N1C=CC(=C2)C)C2=C(C=C(C(=O)O)C=C2F)F